3-((3-fluoro-4-(tetradecyloxy)phenyl)sulfonyl)-4-(4-(4-methyl-1,4-diazepan-1-yl)-[1,4'-bipiperidin]-1'-yl)-6-(methylsulfinyl)quinoline FC=1C=C(C=CC1OCCCCCCCCCCCCCC)S(=O)(=O)C=1C=NC2=CC=C(C=C2C1N1CCC(CC1)N1CCC(CC1)N1CCN(CCC1)C)S(=O)C